(S)-2-(benzyloxycarbonyl(methyl)amino)-2-cyclopentyl-lithium acetate salt C(C)(=O)O.C(C1=CC=CC=C1)OC(=O)N(C1(CCCC1)[Li])C